NC1=NC(=NN1C1=NC=CC=C1)NC=1C=C(C=CC1)O 3-(5-amino-1-(pyridin-2-yl)-1H-1,2,4-triazol-3-ylamino)phenol